7-chloro-5-phenyl-1,3-dihydro-2H-benzo[e][1,4]diazepin-2-one ClC1=CC2=C(NC(CN=C2C2=CC=CC=C2)=O)C=C1